5-((2S,3R,4S,5R)-3,4-dihydroxy-5-(hydroxymethyl)tetrahydrofuran-2-yl)-1-(2-(methylamino)ethyl)pyrimidine O[C@H]1[C@@H](O[C@@H]([C@H]1O)CO)C=1C=NCN(C1)CCNC